ClC1=C(C=CC=C1C1=C(C(=NC=C1)C1=CC(=C(C=C1)CNC[C@@H]1NC(CC1)=O)OC)Cl)NC=1C(=C(CNC[C@@H]2CCC(N2)=O)C=CC1)F (S)-5-(((3-((2-chloro-3-(3-chloro-2-(3-methoxy-4-(((((R)-5-oxopyrrolidin-2-yl)methyl)amino)methyl)phenyl)pyridin-4-yl)phenyl)amino)-2-fluorobenzyl)amino)methyl)pyrrolidin-2-one